C(C1CO1)N(C1=C(C=C(C=C1)OCC1CO1)C)CC1CO1 N,N-bis(2,3-epoxypropyl)-4-(2,3-epoxypropoxy)-2-methylaniline